tert-butyl ((5-(N-hydroxycarbamimidoyl)-1,3,4-oxadiazol-2-yl)methyl)carbamate ONC(=N)C1=NN=C(O1)CNC(OC(C)(C)C)=O